FC1=CC=C(C=C1)C(C(O)N1CC2(CC2)C=2C=CC=NC2C1=O)=O 7-[2-(4-Fluorophenyl)-1-hydroxy-2-oxoethyl]-7,8-dihydro-6H-spiro[1,7-naphthyridine-5,1'-cyclopropan]-8-one